2-(4-{[(3R)-oxacyclohex-3-yl]amino}imidazo[1,5-d][1,2,4]triazin-1-yl)-5-(trifluoromethyl)phenol O1C[C@@H](CCC1)NC1=NN=C(C=2N1C=NC2)C2=C(C=C(C=C2)C(F)(F)F)O